CC1(C=2C3=C(C=CC2C=2C=CC=CC12)C=CC=C3)C 11,11-dimethylbenzofluorene